C(C)(C)P(SC1=CC=CC=C1)C(C)C diisopropyl-(phenylthio)phosphine